N,N'-Bis(1-methylpropyl)-1,4-phenylenediamine CCC(C)NC1=CC=C(C=C1)NC(C)CC